C1(CC1)C1=CC(=NN1)C(=O)OCC ethyl 5-cyclopropyl-1H-pyrazole-3-carboxylate